tert-butyldimethyl(oct-7-en-1-yloxy)silane C(C)(C)(C)[Si](OCCCCCCC=C)(C)C